((2-(4-(tert-butoxycarbonyl)piperazin-1-yl)ethyl)azanediyl)bis(butane-4,1-diyl) bis(2-butyloctanoate) C(CCC)C(C(=O)OCCCCN(CCCCOC(C(CCCCCC)CCCC)=O)CCN1CCN(CC1)C(=O)OC(C)(C)C)CCCCCC